4-amino-2-(2,6-dioxopiperidin-3-yl)-3-oxoisoindoline-5-carbonitrile NC1=C2C(N(CC2=CC=C1C#N)C1C(NC(CC1)=O)=O)=O